C1(CC1)C#CC=1N=CC(=NC1)C=1N=C(NC(C1)=O)C=1C=C(CNC(C(C)C)=O)C=CC1C(F)(F)F N-(3-{4-[5-(cyclopropylethynyl)pyrazin-2-yl]-6-oxo-1,6-dihydropyrimidin-2-yl}-4-(trifluoromethyl)benzyl)isobutyramide